4-Bromo-1-methyl-6-(1-methylcyclopropyl)pyrido[3,4-d]pyridazine-7(6H)-one BrC1=NN=C(C=2C1=CN(C(C2)=O)C2(CC2)C)C